N[C@@H](CCC(=O)O)C(=O)N[C@@H](CC1=CC=C(C=C1)O)C(=O)N[C@@H](CS)C(=O)O L-glutamyl-L-tyrosyl-L-cysteine